C(C)(C)(C)OC(=O)NC(CCNC(=O)C=1C=CC(=C(C1)C1=CC(=CC=C1OCCCCCC)C(=O)OC)OCCCCCC)C methyl 5'-((3-((tert-butoxycarbonyl) amino) butyl) carbamoyl)-2',6-bis(hexyloxy)-[1,1'-biphenyl]-3-carboxylate